3-(6-bromohexyl)thiophene BrCCCCCCC1=CSC=C1